CC1=C2C(=NN1)C(CC2)NC(=O)C=2C=NNC2 N-(3-methyl-2,4,5,6-tetrahydrocyclopenta[c]pyrazol-6-yl)-1H-pyrazole-4-carboxamide